[Na+].CC(C(=O)[O-])CCCl 2-methyl-4-chlorobutyric acid sodium salt